COC1=CC2=C(C(OC=3C=C(C=C(C23)O)C(C)(CCCCCC)C)(C)C)C=C1 9-Methoxy-6,6-dimethyl-3-(2-methyloctan-2-yl)benzo[c]chromen-1-ol